tert-butyl ((1R,3S)-3-((3-amino-5-bromopyridin-2-yl)amino)cyclohexyl)carbamate NC=1C(=NC=C(C1)Br)N[C@@H]1C[C@@H](CCC1)NC(OC(C)(C)C)=O